BrC=1C(=NC(=C(C(=O)OCC)C1)C)Cl ethyl 5-bromo-6-chloro-2-methylnicotinate